2,4,6-trimethoxybenzoyl-diphenylphosphine oxide COC1=C(C(=O)P(C2=CC=CC=C2)(C2=CC=CC=C2)=O)C(=CC(=C1)OC)OC